(3-bromophenyl)-N-methyl-[1,2,4]triazolo[4,3-a]quinazolin-5-amine BrC=1C=C(C=CC1)C1=NN=C2N1C1=CC=CC=C1C(=N2)NC